(2-methyl-4-(pyrazolo[1,5-a]pyrazin-4-yl)phenyl)methylamine dihydrochloride Cl.Cl.CC1=C(C=CC(=C1)C=1C=2N(C=CN1)N=CC2)CN